tert-butyl {3-[(2R)-1-hydroxyethyl]-4-(1H-pyrazol-1-yl)phenoxy}acetate OC(C)C=1C=C(OCC(=O)OC(C)(C)C)C=CC1N1N=CC=C1